2,4-dichloro-6-nitroquinoline ClC1=NC2=CC=C(C=C2C(=C1)Cl)[N+](=O)[O-]